3-isopropyl-7-(2,3,5-trifluorophenyl)benzothiophene-2-carboxylic acid C(C)(C)C1=C(SC2=C1C=CC=C2C2=C(C(=CC(=C2)F)F)F)C(=O)O